tert-butyl (2R,5S)-4-(7-(4-chloropyridin-2-yl)-5-(2-fluorophenyl)-7H-pyrrolo[2,3-d]pyrimidin-4-yl)-2,5-dimethylpiperazine-1-carboxylate ClC1=CC(=NC=C1)N1C=C(C2=C1N=CN=C2N2C[C@H](N(C[C@@H]2C)C(=O)OC(C)(C)C)C)C2=C(C=CC=C2)F